ClC=1C=C(CNC2=NC=C(C=N2)C(=O)NN)C=C(C1)Cl 2-((3,5-Dichlorobenzyl)amino)pyrimidine-5-carbohydrazide